5-chloro-1-hydroxy-1H-1,2,3-triazole ClC1=CN=NN1O